2-[4,4-Difluoro-3-({[6-(trifluoromethyl)pyridin-2-yl]oxy}methyl)piperidin-1-yl]-6-(1,3,4-thiadiazol-2-yl)pyrazine FC1(C(CN(CC1)C1=NC(=CN=C1)C=1SC=NN1)COC1=NC(=CC=C1)C(F)(F)F)F